C(=O)=C1NC(CCC1N1C(C2=CC=C(C=C2C1=C=O)C=O)=C=O)=C=O 2-(2,6-dicarbonylpiperidin-3-yl)-1,3-dicarbonyl-isoindoline-5-carbaldehyde